[Na+].CC1=CC(=NC(=C1)C)NS([O-])(=O)=O 4,6-Dimethyl-2-pyridylsulfamic acid sodium salt